1-(piperidin-4-yl)ethan-1-one hydrochloride Cl.N1CCC(CC1)C(C)=O